(4-hydroxy-3-methoxyphenyl)methanon OC1=C(C=C(C=C1)C=O)OC